C(/C1=CC=CC=C1)=N\NC(C1=CC=CC=C1)=O (E)-N'-benzylidenebenzoyl-hydrazine